C(C)S(=O)(=O)C=1C=CC(=C(C1)C=1C2=C(C(N(C1)C)=O)NC=C2)O[C@@H]2CC[C@H](CC2)O 4-{5-(ethylsulfonyl)-2-[(trans-4-hydroxycyclohexyl)oxy]phenyl}-6-methyl-1,6-dihydro-7H-pyrrolo[2,3-c]pyridin-7-one